neryl diphosphate O(P([O-])(=O)OP(=O)([O-])[O-])C\C=C(\C)/CCC=C(C)C